COC=1C=C(C=CC1OC)NC(CSC=1NC=C(N1)C(=O)NC)=O 2-((2-((3,4-dimethoxyphenyl)amino)-2-oxoethyl)thio)-N-methyl-1H-imidazole-4-carboxamide